CN1C(C(=CC2=CN=CC=C12)C)=O 1,3-dimethyl-1,6-naphthyridin-2(1H)-one